CN1C(C(CCC1=O)N1C(C2=CC=CC=C2C1=O)=O)=O 2-(1-methyl-2,6-dioxopiperidin-3-yl)isoindole-1,3-dione